FC=1C(=NC(=NC1)NC1=NC=C(C=C1)CN1CCN(CC1)C(C)C)C1=CC2=C(N(N=C2C=C1)C)C(C)C 5-fluoro-4-(3-isopropyl-2-methyl-2H-indazol-5-yl)-N-(5-((4-isopropylpiperazin-1-yl)methyl)pyridin-2-yl)pyrimidin-2-amine